ClC1=C(CNC(OC(C)(C)C)=O)C=CC(=C1)C#C Tert-butyl 2-chloro-4-ethynylbenzylcarbamate